O=C1C2(CC2)CC(N1)C(=O)N 4-oxo-5-azaspiro[2.4]heptane-6-carboxamide